CC1=NN(C(=C1NC=1N=C(C2=C(N1)SC=C2C)NC2=CC=CC(=N2)C(C)(C)O)C)C2CCN(CC2)C 2-(6-((2-((3,5-dimethyl-1-(1-methylpiperidin-4-yl)-1H-pyrazol-4-yl)amino)-5-methylthieno[2,3-d]pyrimidin-4-yl)amino)pyridin-2-yl)propan-2-ol